C(C)(C)(C)OC(=O)N1C[C@H](OCC(C1)=O)C(=O)O (2S)-4-(tert-butoxycarbonyl)-6-oxo-1,4-oxazepane-2-carboxylic acid